(3S)-4-{4-[(4-cyclohexylphenyl)amino]-7-oxo-6-(propan-2-yl)-6,7-dihydro-5H-pyrrolo[3,4-d]pyrimidin-2-yl}morpholine C1(CCCCC1)C1=CC=C(C=C1)NC=1C2=C(N=C(N1)N1CCOCC1)C(N(C2)C(C)C)=O